The molecule is an organophosphate oxoanion that is a trianion arising from deprotonation of the phosphate and carboxylic acid functions of 3-dehydro-L-gulonic acid 6-phosphate. It is a carbohydrate acid derivative anion, a monocarboxylic acid anion and an organophosphate oxoanion. It is a conjugate base of a 3-dehydro-L-gulonic acid 6-phosphate. C([C@@H]([C@H](C(=O)[C@@H](C(=O)[O-])O)O)O)OP(=O)([O-])[O-]